ethyl 2-(2-(4-methoxyphenyl) thiazol-4-yl)-2-methylpropionate COC1=CC=C(C=C1)C=1SC=C(N1)C(C(=O)OCC)(C)C